O1C=CC2=C1C=CC=C2 Benzfuran